5-hydroxy-1H-pyrrolo[3,2-b]pyridine OC1=CC=C2C(=N1)C=CN2